[Na+].[Na+].P(=O)(OC(N)=O)([O-])[O-] Carbamyl phosphate disodium salt